C(C)(C)(C)OC(=O)N1CCC(CC1)CC1(CC1)CO 4-((1-(hydroxymethyl)cyclopropyl)methyl)piperidine-1-carboxylic acid tert-butyl ester